5-methyl-6-oxo-8-(4-(4-propylphenoxy)piperidin-1-yl)-5,6-dihydro-1,5-naphthyridine-2-carbonitrile CN1C=2C=CC(=NC2C(=CC1=O)N1CCC(CC1)OC1=CC=C(C=C1)CCC)C#N